C(C=C)(=O)NC1=C(C(=O)NC2=NNC(=C2)CCC2=CC(=CC(=C2)OC)OC)C=CC(=C1)N1CCN(CC1)CC 2-acrylamido-N-(5-(3,5-dimethoxyphenethyl)-1H-pyrazol-3-yl)-4-(4-ethylpiperazin-1-yl)benzamide